C1(CC1)N1N=CC(=C1)C1CN(CC(O1)C)C=1C=C(C=2N(C(C(=CN2)C)=O)C1)C1=C(C=C(C=C1)F)F 7-[2-(1-cyclopropylpyrazol-4-yl)-6-methyl-morpholin-4-yl]-9-(2,4-difluorophenyl)-3-methyl-pyrido[1,2-a]pyrimidin-4-one